ClC1=NC(=NC(=N1)N(CCOCCOCCOCCOCCC(NCCNC(OC(C)(C)C)=O)=O)CCOCCOCCOCCOCCC(NCCNC(OC(C)(C)C)=O)=O)N(CCOCCOCCOCCOCCC(NCCNC(OC(C)(C)C)=O)=O)CCOCCOCCOCCOCCC(NCCNC(OC(C)(C)C)=O)=O tetra-tert-butyl ((6-chloro-1,3,5-triazine-2,4-diyl)bis(4,34-dioxo-7,10,13,16,22,25,28,31-octaoxa-3,19,35-triazaheptatriacontane-19,1,37-triyl))tetracarbamate